(R)-6-fluoro-7-((3-fluoro-4-methoxyphenyl)(pyridin-4-yl)methoxy)-8-methylchroman-4-one FC=1C=C2C(CCOC2=C(C1O[C@H](C1=CC=NC=C1)C1=CC(=C(C=C1)OC)F)C)=O